3-((benzylamino)methyl)oxetane C(C1=CC=CC=C1)NCC1COC1